C1(=CC=C(C=C1)NC=1C(=CC=CC1)C1=CC(=CC=C1)C1=CC=CC=C1)C1=CC=CC=C1 N-([1,1'-biphenyl]-4-yl)-[1,1':3',1''-terphenyl]-2-amine